BrC=1C=C2C(=NC1)N=CC21CCC1 5'-Bromospiro[cyclobutane-1,3'-pyrrolo[2,3-b]pyridin]